CC(CC)(C#CC(CC)(O)C)O 3,6-dimethylocta-4-yne-3,6-diol